FC(C)(F)C1=NC(=CC(=N1)NC1=CC(=NC=C1C1=NC=C(N=C1)COC)NC(C)=O)C N-(4-((2-(1,1-difluoroethyl)-6-methylpyrimidin-4-yl)amino)-5-(5-(methoxymethyl)pyrazin-2-yl)pyridin-2-yl)acetamide